acryloyloxy-ethylisocyanat C(C=C)(=O)OCCN=C=O